OC1=C(C=C(C=C1)C(C(C)N1CCC(CC1)(O)C1=CC=C(C=C1)F)O)C 1-(4-hydroxy-3-methylphenyl)-2-(4-(4-fluoro-phenyl)-4-hydroxypiperidin-1-yl)-propan-1-ol